6-chloro-5-(difluoromethoxy)-3-(1H-imidazol-1-yl)-2-(5-(trifluoromethyl)-1H-1,2,4-triazol-3-yl)-1H-indole ClC1=C(C=C2C(=C(NC2=C1)C1=NNC(=N1)C(F)(F)F)N1C=NC=C1)OC(F)F